5-[4-(4-{[(6-cyclopropylpyridin-3-yl)methyl]carbamoyl}-1H-1,2,3-triazol-1-yl)-3-fluorobutyl]-N-{[3-(trifluoromethyl)phenyl]methyl}-1,3,4-thiadiazole-2-carboxamide C1(CC1)C1=CC=C(C=N1)CNC(=O)C=1N=NN(C1)CC(CCC1=NN=C(S1)C(=O)NCC1=CC(=CC=C1)C(F)(F)F)F